Cl.Cl.N[C@@H](C(=O)O)CC1=CC(=CC=C1)C1=NNC=C1 (2R)-2-amino-3-[3-(1H-pyrazol-3-yl)phenyl]propanoic acid dihydrochloride